C1(=CC=C(C=C1)C1=NC(=NC(=N1)C1=CC(=CC=C1)I)C1=CC=CC=C1)C1=CC=CC=C1 2-([1,1'-biphenyl]-4-yl)-4-(3-iodophenyl)-6-phenyl-1,3,5-triazine